FC1=CC=C(C=N1)C=1C(=C(C#N)C(=CC1)C=1C=NNC1)N1CCC(CC1)C1=NN=CN1C 3-(6-fluoropyridin-3-yl)-2-(4-(4-methyl-4H-1,2,4-triazol-3-yl)piperidin-1-yl)-6-(1H-pyrazol-4-yl)benzonitrile